2,2-bis(3-Chloro-4-hydroxyphenyl)propane methyl-5-[[5-chloro-4-[(trans)-(2-cyanocyclopentyl)amino]pyrimidin-2-yl]amino]-2-(5,5-dimethyl-1,3,2-dioxaborinan-2-yl)benzoate COC(C1=C(C=CC(=C1)NC1=NC=C(C(=N1)N[C@H]1[C@@H](CCC1)C#N)Cl)B1OCC(CO1)(C)C)=O.ClC=1C=C(C=CC1O)C(C)(C)C1=CC(=C(C=C1)O)Cl